NN[C@@H](C)C(=O)O Aminoalanine